C(CCCCCCCC)N(C(SSC(N(CCCCCCCCC)CCCCCCCCC)=S)=S)CCCCCCCCC tetranonyl-thiuram disulfide